(3S)-4-(5-bromo-3-isopropoxypyridin-2-yl)-3-methylmorpholine BrC=1C=C(C(=NC1)N1[C@H](COCC1)C)OC(C)C